C(C)(CC)C1=C(C(=C2C=NC(=NN21)N[C@H]2[C@@H](CN(CC2)S(=O)(=O)C)O)Cl)C#N 7-(sec-butyl)-5-chloro-2-(((3R,4R)-3-hydroxy-1-(methylsulfonyl)piperidin-4-yl)amino)pyrrolo[2,1-f][1,2,4]triazine-6-carbonitrile